6-(3,4-dihydro-2H-benzo[b][1,4]dioxepin-7-yl)-2-((3-methyl-1,2,4-oxadiazol-5-yl)methyl)pyridazin-3(2H)-one O1C2=C(OCCC1)C=C(C=C2)C=2C=CC(N(N2)CC2=NC(=NO2)C)=O